INDAZOLCARBOXAMIDE N1N=C(C2=CC=CC=C12)C(=O)N